cyclohexyl-format C1(CCCCC1)C(=O)[O-]